β,β-difluoro-5-(trifluoromethyl)-2-pyridinepropionic acid FC(CC(=O)O)(C1=NC=C(C=C1)C(F)(F)F)F